BrC=1C=2N(C=CC1)C(=CN2)C=O 8-bromoimidazo[1,2-a]pyridine-3-carbaldehyde